8-amino-9-(3-methoxy-2,6-dimethylphenyl)-5-methyl-9H-pyrrolo[2,3-c][1,2,4]triazolo[4,3-a]pyridine-7-carboxamide NC1=C(C2=C(C=3N(C(=C2)C)C=NN3)N1C1=C(C(=CC=C1C)OC)C)C(=O)N